N(C#N)(C#N)C#N.[Ca] calcium nitrogen cyanide